N-(2-(3,8-diazabicyclo[3.2.1]oct-8-yl)-5-chloro-6-methoxypyrimidin-4-yl)-1H-indazol-5-amine C12CNCC(CC1)N2C2=NC(=C(C(=N2)NC=2C=C1C=NNC1=CC2)Cl)OC